(S)-2-(4-(7,7-difluoro-2-(2-methylazetidin-1-yl)-6,7-dihydro-5H-cyclopenta[d]pyrimidine-4-yl)-2,6-difluorophenoxy)-1-(piperazin-1-yl)ethan-1-one FC1(CCC2=C1N=C(N=C2C2=CC(=C(OCC(=O)N1CCNCC1)C(=C2)F)F)N2[C@H](CC2)C)F